methoxymethyl (R)-4-((1-acryloylpiperidin-3-yl)amino)-1H-pyrrolo[2,3-b]pyridine-5-carboxylate C(C=C)(=O)N1C[C@@H](CCC1)NC1=C2C(=NC=C1C(=O)OCOC)NC=C2